6-(4-benzylpiperazin-1-yl)-N2-pyridin-2-ylmethyl-N4-thiophen-2-ylmethyl-1,3,5-triazine-2,4-diamine C(C1=CC=CC=C1)N1CCN(CC1)C1=NC(=NC(=N1)NCC1=NC=CC=C1)NCC=1SC=CC1